2-(5,7-difluoro-1H-indazol-3-yl)-N-ethyl-N-methylethan-1-amine FC=1C=C2C(=NNC2=C(C1)F)CCN(C)CC